C(C)(C)C1=NC=CC(=C1NC1=C(C(=O)N)C=CC=C1)C ((2-isopropyl-4-methylpyridin-3-yl)amino)benzamide